2-{3-[(2R,6S)-2,6-Dimethylmorpholin-4-carbonyl]-5,6-dihydrocyclopenta[c]pyrazol-1(4H)-yl}-1-[4-(3-methoxyphenyl)piperazin-1-yl]ethan-1-on C[C@@H]1CN(C[C@@H](O1)C)C(=O)C=1C2=C(N(N1)CC(=O)N1CCN(CC1)C1=CC(=CC=C1)OC)CCC2